C(#N)C=1C=NC2=C(C=C(C=C2C1NCC(C)(C)C)N[C@H](C=1N=NN(C1)C1(CC1)C(=O)N)C1=C2C=CN=CC2=CC=C1)C#N (S)-1-(4-(((3,8-dicyano-4-(neopentylamino)quinolin-6-yl)amino)(isoquinolin-5-yl)methyl)-1H-1,2,3-triazol-1-yl)cyclopropane-1-carboxamide